4-(tert-pentyl)cyclohexane C(C)(C)(CC)C1CCCCC1